C(C)(C)(C)OC(=O)N[C@H](C(=O)OC)CC1=CC(=CC(=C1)O[Si](C(C)C)(C(C)C)C(C)C)C=1C=C2C(=C(NC2=CC1)I)CC(CO)(C)C methyl (2S)-2-[(tert-butoxycarbonyl)amino]-3-[3-[3-(3-hydroxy-2,2-dimethylpropyl)-2-iodo-1H-indol-5-yl]-5-[(triisopropylsilyl)oxy]phenyl]propanoate